C=C1CC[C@]12CN(CC2)C(=O)OC(C)(C)C tert-butyl (4R)-3-methylene-6-azaspiro[3.4]octane-6-carboxylate